BrC1=CC=CC=2CC(OC21)C2=C(C=C(C#N)C=C2)F 4-(7-bromo-2,3-dihydrobenzofuran-2-yl)-3-fluorobenzonitrile